(p-tolyl)-5-(phenylthio)imidazo[1,2-a]pyrazine C1(=CC=C(C=C1)C=1N=C2N(C(=CN=C2)SC2=CC=CC=C2)C1)C